6-((5-(4-fluorophenyl)-6-isopropyl-1H-pyrazolo[4,3-g]isoquinolin-8-yl)imino)-2-oxa-6λ6-thiaspiro[3.3]heptane 6-oxide FC1=CC=C(C=C1)C1=C(N=C(C2=CC3=C(C=C12)C=NN3)N=S3(CC1(COC1)C3)=O)C(C)C